C(C(C)C)(=O)OC=1C(=NC=CC1OC)C(N[C@H](C(=O)NN=C(C1=CC=C(C=C1)Cl)C1=CC=C(C=C1)Cl)C)=O (S)-2-((1-(2-(bis(4-chlorophenyl)methylene)hydrazineyl)-1-oxopropan-2-yl)carbamoyl)-4-methoxypyridin-3-yl isobutyrate